[N+](=O)([O-])C=1C=C2C=NNC2=CC1 5-nitro-indazole